C(C)(=O)O.C(CCCCCCCCCCCCCCCCCCCCC)N behenylamine acetate